2-(azidomethyl)-5-cyclopropylimidazo[1,2-a]Pyridine N(=[N+]=[N-])CC=1N=C2N(C(=CC=C2)C2CC2)C1